(R)-N-(6-(4-fluorophenyl)-4-((1-(2-(trifluoromethyl)pyrimidin-5-yl)ethyl)amino)quinazolin-8-yl)methanesulfonamide FC1=CC=C(C=C1)C=1C=C2C(=NC=NC2=C(C1)NS(=O)(=O)C)N[C@H](C)C=1C=NC(=NC1)C(F)(F)F